CC1=C(C(=O)P(O)(=O)C2=CC=CC=C2)C(=CC(=C1)C)C 2,4,6-trimethylbenzoylphenylphosphinic acid